((6-aminopyridin-3-yl)methyl)-N3-(2-(4-methoxyphenyl)quinolin-4-yl)-N1-methylpropane-1,3-diamine NC1=CC=C(C=N1)CC(CCNC1=CC(=NC2=CC=CC=C12)C1=CC=C(C=C1)OC)NC